C1(CCCC1)CP(O)(=O)CC[C@H]1OC([C@H]([C@H]([C@@H]1O)O)O)OC1=CC=C(C=C1)OC (cyclopentylmethyl)(2-((2R,3S,4S,5S)-3,4,5-trihydroxy-6-(4-methoxyphenoxy)tetrahydro-2H-pyran-2-yl)ethyl)phosphinic acid